(R)-2,3,4,9-Tetrahydro-1H-carbazol-3-amine C1C[C@H](CC=2C3=CC=CC=C3NC12)N